C1(=CC=CC=C1)C=1OC=C(N1)C(=O)N 2-phenyloxazole-4-carboxamide